bis(4-Hydroxyphenyl) sulfone OC1=CC=C(C=C1)S(=O)(=O)C1=CC=C(C=C1)O